CN(C)[N+](C)(C)CON1N=NC=2C1=NC=CC2 (dimethylamino)-N,N-dimethyl-(3H-[1,2,3]triazolo[4,5-b]pyridin-3-yloxy)methylammonium